ClC1=NC=C(C(=N1)C1=CNC2=NC(=CC=C21)C#N)Cl 3-(2,5-dichloropyrimidin-4-yl)-1H-pyrrolo[2,3-b]pyridine-6-carbonitrile